6-cyano-4-((2s,5r)-5-ethyl-4-((4-fluorophenyl) (5-(trifluoromethyl) pyridin-2-yl) methyl)-2-methylpiperazin-1-yl)-1,5-naphthyridin-2-yl triflate O(S(=O)(=O)C(F)(F)F)C1=NC2=CC=C(N=C2C(=C1)N1[C@H](CN([C@@H](C1)CC)C(C1=NC=C(C=C1)C(F)(F)F)C1=CC=C(C=C1)F)C)C#N